5,7-dimethylnaphthalene-1-ol CC1=C2C=CC=C(C2=CC(=C1)C)O